[Si](C)(C)(C(C)(C)C)OCCCN1C(NC2=C1C=CC=C2)=O 1-(3-((tert-butyldimethylsilyl)oxy)propyl)-1,3-dihydro-2H-benzo[d]imidazol-2-one